((E)-3-(4-hydroxy-3-methoxyphenyl)acryloyl)glycyl-L-valyl-D-glutamic acid diethyl ester C(C)OC([C@H](NC([C@@H](NC(CNC(\C=C\C1=CC(=C(C=C1)O)OC)=O)=O)C(C)C)=O)CCC(=O)OCC)=O